aminobiphenyl-d9 NC1=C(C(=C(C(=C1C1=C(C(=C(C(=C1[2H])[2H])[2H])[2H])[2H])[2H])[2H])[2H])[2H]